2-(2-methyl-5-nitro-1H-imidazol-1-yl)-4-(chloromethyl)benzoic acid ethyl ester C(C)OC(C1=C(C=C(C=C1)CCl)N1C(=NC=C1[N+](=O)[O-])C)=O